2-(morpholin-4-yl)-N-({5-[4-(trifluoromethoxy)phenyl]-4H-1,2,4-triazol-3-yl}methyl)-7-(trifluoromethyl)imidazo[2,1-f][1,2,4]triazin-4-amine N1(CCOCC1)C1=NN2C(C(=N1)NCC1=NN=C(N1)C1=CC=C(C=C1)OC(F)(F)F)=NC=C2C(F)(F)F